tert-butyl 6-(8-(benzo[d]thiazol-2-ylcarbamoyl)-3,4-dihydroisoquinolin-2(1H)-yl)-3-(3-(2-(4-ethoxy-4-oxobutyl)phenoxy)-2-methylphenyl)picolinate S1C(=NC2=C1C=CC=C2)NC(=O)C=2C=CC=C1CCN(CC21)C2=CC=C(C(=N2)C(=O)OC(C)(C)C)C2=C(C(=CC=C2)OC2=C(C=CC=C2)CCCC(=O)OCC)C